6-benzyl-3-(3,5-dichlorobenzyl)-1,2,3,4,6,8,9,10-octahydro-5H-pyrido[3,4-e]pyrimido[1,2-a]pyrimidin-5-one C(C1=CC=CC=C1)N1C=2N(C3=C(C1=O)CN(CC3)CC3=CC(=CC(=C3)Cl)Cl)CCCN2